methyl 5-(benzyloxy)-2-(3-chlorophenyl)-1,7-naphthyridine-6-carboxylate C(C1=CC=CC=C1)OC1=C2C=CC(=NC2=CN=C1C(=O)OC)C1=CC(=CC=C1)Cl